CC1=C(N=NN1)C1=NC(=NC=C1C(F)(F)F)N[C@H]1C[C@H](CCC1)C1=NN=C2N1C=CC=C2 4-(5-methyl-1H-triazol-4-yl)-N-[(1R,3S)-3-([1,2,4]triazolo[4,3-a]pyridin-3-yl)cyclohexyl]-5-(trifluoromethyl)pyrimidin-2-amine